FC1=C(C=CC(=C1C(F)(F)F)F)C=1N=C(SC1)N (2,4-difluoro-3-(trifluoromethyl)phenyl)thiazol-2-amine